5'-chloro-N-ethyl-7'-oxo-N-(propan-2-yl)-7',8'-dihydro-6'H-spiro[cyclohexane-1,9'-furo[2,3-f]quinazoline]-2'-carboxamide ClC=1C=C2C(=C3C4(NC(NC13)=O)CCCCC4)OC(=C2)C(=O)N(C(C)C)CC